CC=1C=C(C=CC1C)N1N=CC2=C1N=C(N(C2=O)OCCCN2CCOCCC2)C 1-(3,4-dimethylphenyl)-6-methyl-5-{[3-(1,4-oxazepan-4-yl)propyl]oxy}-4,5-dihydro-1H-pyrazolo[3,4-d]pyrimidin-4-one